(S)-N-(1-(2-methyl-2H-tetrazol-5-yl)ethyl)-5-(4-(trifluoromethyl)phenoxy)-2-naphthamide CN1N=C(N=N1)[C@H](C)NC(=O)C1=CC2=CC=CC(=C2C=C1)OC1=CC=C(C=C1)C(F)(F)F